FC(C(=O)C1=CC=C(C=C1)OC)(I)F 2,2-difluoro-2-iodo-1-(4-methoxyphenyl)ethane-1-one